C(C=C)(=O)N1[C@H](CN(CC1)C1=NC=NC2=CC(=C3C(=C12)OCCC3)C3=C1C=NNC1=CC(=C3)F)CC#N (S)-2-(1-acryloyl-4-(5-(6-fluoro-1H-indazol-4-yl)-3,4-dihydro-2H-pyrano[2,3-f]quinazolin-10-yl)piperazin-2-yl)acetonitrile